CN(CCOC1=CC=C(C=C1)C(=C(CC(=O)OC)C1=CC=CC=C1)C1=CC=CC=C1)C methyl 4-(4-(2-(dimethylamino)ethoxy)phenyl)-3,4-diphenylbut-3-enoate